1,4,7,10-Tetraazacyclododecane-1,4,7,10-tetrapropionic acid N1(CCN(CCN(CCN(CC1)CCC(=O)O)CCC(=O)O)CCC(=O)O)CCC(=O)O